C(C)(C)(C)OC(=O)N(C1=C(C=CC(=C1)N)CCO)C(=O)OC(C)(C)C 2-(N,N-di-tert-butoxycarbonyl-2,4-diaminophenyl)-1-ethanol